C(CCCCC)C(COC(CCSCC(C(=O)OCC(CCCCCCCC)CCCCCC)CC(=O)NC1CCN(CC1)C)=O)CCCCCCCC 2-hexyldecyl 2-(((3-((2-hexyldecyl)oxy)-3-oxopropyl)thio)methyl)-4-((1-methylpiperidin-4-yl)amino)-4-oxobutanoate